CN(C)C[Si]1(OCCOCCO1)C 2-dimethylaminomethyl-2-methyl-1,3,6-trioxa-2-silacyclooctane